COC(=O)C1N(C=CN(C1C(F)(F)F)O)O.FC([Si](OC(C(F)(F)F)(F)F)(C(F)(F)F)C(F)(F)F)(C(C(F)(F)F)(F)F)F perfluoroethyl-trimethyl-(ethyl)oxysilane methyl-1,4-dihydroxy-3-trifluoromethyl-1,2,3,4-tetrahydro-2-pyrazinecarboxylate